Cl.N1CCC(CC1)C=1C=C2C=C(C=NC2=CC1)N1C(NC(C=C1)=O)=O 1-(6-(piperidin-4-yl)quinolin-3-yl)pyrimidine-2,4(1H,3H)-dione HCl salt